NC=1C=C(C(=O)N(C)C2CC3=CC=CC=C3C2)C=C(N1)Cl 2-Amino-6-chloro-N-(2,3-dihydro-1H-inden-2-yl)-N-methylisonicotinamide